2-Methyl-4-morpholino-6-(1-(tetrahydro-2H-pyran-2-yl)-5-(trifluoromethoxy)-1H-indazol-3-yl)pyridazin-3(2H)-one CN1N=C(C=C(C1=O)N1CCOCC1)C1=NN(C2=CC=C(C=C12)OC(F)(F)F)C1OCCCC1